6-((6-(trifluoromethyl)pyridin-3-yl)methoxy)pyridazin-3-amine FC(C1=CC=C(C=N1)COC1=CC=C(N=N1)N)(F)F